[I-].NCCCCCCN hexamethylenediamine iodide